Dimethylamine 3-tert-butylhexanedioate C(C)(C)(C)C(CC(=O)O)CCC(=O)O.CNC